N1=CN=C(C2=C1NC=C2)N2CCSC(=C2)C2=NN(N=C2)C2CN(CCC2)C(=O)OC(C)(C)C tert-butyl 3-(4-(4-(7H-pyrrolo[2,3-d]pyrimidin-4-yl)-3,4-dihydro-2H-1,4-thiazin-6-yl)-2H-1,2,3-triazol-2-yl)piperidine-1-carboxylate